(tert-Butoxycarbonyl)-glycine C(C)(C)(C)OC(=O)NCC(=O)O